N(=[N+]=[N-])[C@@](C)(C1CC1)C1=CN=C(C2=CN=C(C=C12)Cl)O[C@H](C)C[C@@H](C)S(=O)(=O)C 4-((S)-1-azido-1-cyclopropylethyl)-6-chloro-1-(((2R,4R)-4-(methylsulfonyl)pentan-2-yl)oxy)-2,7-naphthyridine